3,5-difluoro-2,6-dimethyl-4-methoxymethylbenzyl (1R)-trans-3-(1-propenyl)-2,2-dimethylcyclopropanecarboxylate C(=CC)[C@H]1C([C@@H]1C(=O)OCC1=C(C(=C(C(=C1C)F)COC)F)C)(C)C